CN1N=C2C=C(C=C(C2=C1)C)C(=O)N 2,4-dimethylindazole-6-carboxamide